C(C)C1=NNC(=C1)NC(C1=CC=CC=C1)=O N-(3-ethyl-1H-pyrazol-5-yl)-benzamide